Bicyclo[2.2.2]Oct-5-en-2,3-dicarboxylic acid anhydride C12C3C(C(C=C1)CC2)C(=O)OC3=O